5-cyclobutyl-2-(1,3-dioxolan-2-yl)pyridine C1(CCC1)C=1C=CC(=NC1)C1OCCO1